(S)-1-([1,1'-biphenyl]-4-yl)-3-bromopropan-2-ol C1(=CC=C(C=C1)C[C@@H](CBr)O)C1=CC=CC=C1